FC(CO[C@H]1CNCC1)F (R)-3-(2,2-difluoroethoxy)pyrrolidine